CC1=C(C(=C(C(=C1C)C)C)C)C Hexamethylbenzol